magnesium silicon oxide lithium [Li].[Si]=O.[Mg]